3-[2-(benzyloxycarbonylamino)-3-(2-carboxyethoxy)propoxy]propanoic acid C(C1=CC=CC=C1)OC(=O)NC(COCCC(=O)O)COCCC(=O)O